N1CC(C1)OC=1C=C(C=CC1)S(=O)(=O)N1CCC(CC1)NC1=NN2C=NC(=C(C2=N1)OC(C)C)C=1C=NN(C1)C(C)OCC 1-[3-(azetidin-3-yloxy)benzenesulfonyl]-N-{7-[1-(1-ethoxyethyl)pyrazol-4-yl]-8-isopropoxy-[1,2,4]triazolo[1,5-c]pyrimidin-2-yl}piperidin-4-amine